3-(5-chloro-2,3-dihydrobenzofuran-4-yl)-5-(2,6-difluorophenyl)-4-methyl-1,2,4-triazole ClC=1C=CC2=C(CCO2)C1C1=NN=C(N1C)C1=C(C=CC=C1F)F